1-(3-chloro-5,8-dihydropyrido[3,4-c]pyridazin-7(6H)-yl)ethanone ClC1=CC2=C(N=N1)CN(CC2)C(C)=O